N-(2-cyanoisoindolin-4-yl)-4-(pyridin-3-yl)benzamide C(#N)N1CC2=CC=CC(=C2C1)NC(C1=CC=C(C=C1)C=1C=NC=CC1)=O